N-(4-(chlorodifluoromethoxy)phenyl)-1-isopropyl-3,3-dimethyl-2-oxo-7-(pyrimidin-5-yl)indoline-5-carboxamide ClC(OC1=CC=C(C=C1)NC(=O)C=1C=C2C(C(N(C2=C(C1)C=1C=NC=NC1)C(C)C)=O)(C)C)(F)F